(2'-fluoro-[1,1'-biphenyl]-4-yl)methanamine FC1=C(C=CC=C1)C1=CC=C(C=C1)CN